OC(CCCCCC(C(=O)OC)(C)C1=CC(=CC=C1)I)CO methyl 8,9-dihydroxy-2-(3-iodophenyl)-2-methylnonanoate